O1COC=2C1=C1C=CCOC1=C(C2)C=O [1,3]dioxolo[4,5-f]chromene-5-carbaldehyde